2-(6-methyl-2-(trifluoromethyl)pyrimidin-4-yl)-2,8-diazaspiro[4.5]decane CC1=CC(=NC(=N1)C(F)(F)F)N1CC2(CC1)CCNCC2